N-(5-(2-((1R,4S)-2-azabicyclo[2.2.1]heptan-2-yl)acetamido)-2-methylpyridin-3-yl)-6-(1-methyl-1H-pyrazol-5-yl)pyrazolo[1,5-a]pyrazine-3-carboxamide [C@@H]12N(C[C@@H](CC1)C2)CC(=O)NC=2C=C(C(=NC2)C)NC(=O)C=2C=NN1C2C=NC(=C1)C1=CC=NN1C